FC(C(=O)O)(F)F.NC1=NC=2C=C(C(=CC2C=2N1N=C(N2)[C@@H]2CC[C@@H](N(C2)C(=O)[C@H]2CN(CC2)CC(F)(F)F)C)F)OC ((2S,5R)-5-(5-amino-9-fluoro-8-methoxy-[1,2,4]triazolo[1,5-c]quinazolin-2-yl)-2-methylpiperidin-1-yl)((R)-1-(2,2,2-trifluoroethyl)pyrrolidin-3-yl)methanone 2,2,2-trifluoroacetate